O1COC2=C1C=CC(=C2)CC(=O)NC2=C(C=C(C=C2)C2=NC=NC1=CC(=C(C=C21)OC)OCC2CCN(CC2)CCOC)F 2-(benzo[d][1,3]dioxol-5-yl)-N-(2-fluoro-4-(6-methoxy-7-((1-(2-methoxyethyl)piperidin-4-yl)methoxy)quinazolin-4-yl)phenyl)acetamide